ClC=1C=C(CN2CC3(CC2)CCN(CC3)C(=O)N3N=C(C=C3)C(=O)O)C=C(C1)Cl 1-(2-(3,5-dichlorobenzyl)-2,8-diazaspiro[4.5]decane-8-carbonyl)-1H-pyrazole-3-carboxylic acid